OC1CNC1 3-hydroxyazetidin